BrC=1C=C2C=C(C=NC2=CC1)OCCO[Si](C)(C)C(C)(C)C 6-Bromo-3-(2-((tert-butyldimethylsilyl)oxy)ethoxy)quinoline